8-((2-(2,6-dioxopiperidin-3-yl)-1,3-dioxoisoindolin-4-yl)thio)-N-(3-((3aR,4R,9bR)-4-(hydroxymethyl)-1-tosyl-2,3,3a,4,5,9b-hexahydro-1H-pyrrolo[3,2-c]quinolin-8-yl)phenyl)octanamide O=C1NC(CCC1N1C(C2=CC=CC(=C2C1=O)SCCCCCCCC(=O)NC1=CC(=CC=C1)C1=CC=2[C@H]3[C@@H]([C@@H](NC2C=C1)CO)CCN3S(=O)(=O)C3=CC=C(C)C=C3)=O)=O